2,3-dimethylphenylurea CC1=C(C=CC=C1C)NC(=O)N